ClC1=CC=C(C=C1)C=CC(=O)NC=1C(=NN(C1)C1=CC=NC=C1)C 3-(4-Chlorophenyl)-N-(3-methyl-1-(pyridin-4-yl)-1H-pyrazol-4-yl)propenamide